6-fluoro-5-(4-fluorophenoxy)-3-(((3-fluoropyridin-2-yl)methyl)amino)-4H-benzo[e][1,2,4]thiadiazine 1,1-dioxide FC=1C=CC2=C(NC(=NS2(=O)=O)NCC2=NC=CC=C2F)C1OC1=CC=C(C=C1)F